Furanylmethyl Glycidyl Ether C(C1CO1)OCC=1OC=CC1